4-Cyanocyclohexyl Methanesulfonate CS(=O)(=O)OC1CCC(CC1)C#N